ClC1=CC=C(CN2N=C(C=CC2=O)C2=CC=C(C=C2)Cl)C=C1 2-(4-chlorobenzyl)-6-(4-chlorophenyl)pyridazin-3(2H)-one